2-(4-Methoxyphenyl)-3,5,6,7-tetrahydro-4H-cyclopenta[4,5]thieno[2,3-d]pyrimidin-4-one COC1=CC=C(C=C1)C=1NC(C2=C(N1)SC1=C2CCC1)=O